(2-aminobenzimidazole) zinc [Zn].NC=1NC2=C(N1)C=CC=C2